Sodium peroxocarbonate C(=O)(O[O-])[O-].[Na+].[Na+]